trans-7-fluoro-5-phenyl-6,7-dihydro-5H-pyrrolo[1,2-b][1,2,4]Triazole-2-carboxylic acid ethyl ester C(C)OC(=O)C=1N=C2N(N1)[C@@H](C[C@H]2F)C2=CC=CC=C2